ethyl 1-(6-bromo-3-cyanopyrazolo[1,5-a]pyridin-4-yl)piperidine-4-carboxylate BrC=1C=C(C=2N(C1)N=CC2C#N)N2CCC(CC2)C(=O)OCC